Cl.Cl.C(C)(C)(C)NC1CN(CC1)C1=CC=C(N=N1)C1=NC=C(C=C1O)C=1C=NN(C1)C([2H])([2H])[2H] 2-{6-[3-(tert-butylamino)pyrrolidin-1-yl]pyridazin-3-yl}-5-[1-(2H3)methyl-1H-pyrazol-4-yl]pyridin-3-ol dihydrochloride